BrC=1C=C2C(=NC1OC(CCNC(OC(C)(C)C)=O)C1=NC=CC=C1)N(C=C2)COCC[Si](C)(C)C tert-butyl N-[3-[(5-bromo-1-[[2-(trimethylsilyl) ethoxy]methyl]pyrrolo[2,3-b]pyridin-6-yl)oxy]-3-(pyridin-2-yl)propyl]carbamate